[Si](C)(C)(C(C)(C)C)O[C@H]1CN(CC1)CCCl (3R)-3-[(tert-butyldimethylsilyl)oxy]-1-(2-chloroethyl)pyrrolidine